ClC=1C=C(C=CC1)C(C(C)C)=O 1-(3-chlorophenyl)isobutyraldehyde